(benzo[d]thiazol-5-yl)-5-(difluoromethylene)piperidine-1-carboxylic acid tert-butyl ester C(C)(C)(C)OC(=O)N1C(CCC(C1)=C(F)F)C=1C=CC2=C(N=CS2)C1